FC(C1=CC=C(C=C1)C1=CC=C2C(CCOC2=C1)NC(O[C@@H]1CN2CCC1CC2)=O)(F)F (S)-quinuclidin-3-yl (7-(4-(trifluoromethyl)phenyl)chroman-4-yl)carbamate